NC1=NC=CC(=C1)C=1C=C2C(=NNC2=C(C1)C1=CSC=C1)N 5-(2-aminopyridin-4-yl)-7-(thiophen-3-yl)-1H-indazol-3-amine